C(C1=CC=CC=C1)NC(N(C1=CC=C(C=C1)C=1C=NN(C1)CC(C)(C)O)[C@@H]1CC[C@H](CC1)NC1=NC=C(C=C1)C#N)=O 3-benzyl-1-(trans-4-((5-cyanopyridin-2-yl)amino)cyclohexyl)-1-(4-(1-(2-hydroxy-2-methylpropyl)-1H-pyrazol-4-yl)phenyl)urea